N-[3-[[3-(1-isopropylpyrrolo[2,3-c]pyridin-5-yl)-1,2,4-thiadiazol-5-yl]amino]pyrazin-2-yl]-N-methyl-acetamide C(C)(C)N1C=CC=2C1=CN=C(C2)C2=NSC(=N2)NC=2C(=NC=CN2)N(C(C)=O)C